COC(C1=C(C=CC=C1)COP(=O)(OCC1=CC=CC=C1)OCC1=CC=CC=C1)=O (((bis(benzyloxy)phosphoryl)oxy)methyl)benzoic acid methyl ester